1-amyl-2-methylpyrrolidine bis(trifluoromethanesulfonyl)imide salt [N-](S(=O)(=O)C(F)(F)F)S(=O)(=O)C(F)(F)F.C(CCCC)N1C(CCC1)C